4-(4-(4-(2-(2-aminopyridin-3-yl)-3H-imidazo[4,5-b]pyridin-3-yl)benzyl)piperazine-1-carbonyl)nicotinonitrile NC1=NC=CC=C1C1=NC=2C(=NC=CC2)N1C1=CC=C(CN2CCN(CC2)C(=O)C2=CC=NC=C2C#N)C=C1